Tert-butyl N-[4-[1-(4-chlorophenyl)-7-isopropoxy-6-methoxy-3-oxo-1,4-dihydroisoquinolin-2-yl]phenyl]-N-methylcarbamate ClC1=CC=C(C=C1)C1N(C(CC2=CC(=C(C=C12)OC(C)C)OC)=O)C1=CC=C(C=C1)N(C(OC(C)(C)C)=O)C